C(C)(C)C1C(CC(CC1)C)C(COC)(COC)CCC(C)(Cl)Cl 2-(2-isopropyl-5-methylcyclohexyl)-2-(3,3-dichlorobutyl)-1,3-dimethoxypropane